chloro-n-butanol ClC(CCC)O